Cl.NCC(=O)O glycine HCl salt